2,2'-bis(2-hydroxypropoxy)-6,6'-diphenyl-1,1'-binaphthalene OC(COC1=C(C2=CC=C(C=C2C=C1)C1=CC=CC=C1)C1=C(C=CC2=CC(=CC=C12)C1=CC=CC=C1)OCC(C)O)C